tert-butyl 4-[5-[2-[2-[2-(tert-butoxycarbonylamino)ethyl]phenyl]ethynyl]-3-chloro-2-pyridyl]piperazine-1-carboxylate C(C)(C)(C)OC(=O)NCCC1=C(C=CC=C1)C#CC=1C=C(C(=NC1)N1CCN(CC1)C(=O)OC(C)(C)C)Cl